dimethyl-p-methoxyphenylsilane C[SiH](C1=CC=C(C=C1)OC)C